[N+](=O)([O-])C1=C(C=CC(=C1)[N+](=O)[O-])SC1=C(C(=O)O)C=CC=C1 ((2,4-dinitrophenyl)thio)benzoic acid